tert-butyl 3-[[4-[[1-[2-(2,6-dioxo-3-piperidyl)-1,3-dioxo-isoindolin-5-yl]-4-piperidyl]methyl]piperazin-1-yl]methyl]azetidine-1-carboxylate O=C1NC(CCC1N1C(C2=CC=C(C=C2C1=O)N1CCC(CC1)CN1CCN(CC1)CC1CN(C1)C(=O)OC(C)(C)C)=O)=O